(1-methyl-1H-pyrazol-3-yl)-1H-pyrrole-2-carboxylic acid ethyl ester C(C)OC(=O)C=1N(C=CC1)C1=NN(C=C1)C